6-(2-(4-((5-Cyclopropyl-3-(3,5-dichloropyridin-4-yl)isoxazol-4-yl)methoxy)bicyclo[2.2.2]octan-1-yl)ethyl)-4-isopropoxychinolin C1(CC1)C1=C(C(=NO1)C1=C(C=NC=C1Cl)Cl)COC12CCC(CC1)(CC2)CCC=2C=C1C(=CC=NC1=CC2)OC(C)C